methyl 2-methylsulfanyl-7-[(trans)-3-methyltetrahydropyran-4-yl]pyrrolo[2,3-d]pyrimidine-6-carboxylate CSC=1N=CC2=C(N1)N(C(=C2)C(=O)OC)[C@H]2[C@@H](COCC2)C